5-Bromo-7-methyl-3-phenyl-2H-isoquinolin-1-one BrC1=C2C=C(NC(C2=CC(=C1)C)=O)C1=CC=CC=C1